4-fluoro-α-(4-fluorophenyl)-α-phenyl-benzeneacetamide FC1=CC=C(C=C1)C(C(=O)N)(C1=CC=CC=C1)C1=CC=C(C=C1)F